OC=1C=C(C[C@@H]2NCCC3=CC(=C(C=C23)O)O)C=CC1OC (S)-1-(3-hydroxy-4-methoxybenzyl)-1,2,3,4-tetrahydroisoquinoline-6,7-diol